2,2-dideuterooctadecanal [2H]C(C=O)(CCCCCCCCCCCCCCCC)[2H]